7-((2s,5r)-2,5-diethyl-4-(1-(quinoxalin-6-yl)ethyl)piperazin-1-yl)-2,4-dihydro-5H-pyrazolo[4,3-b]pyridin-5-one C(C)[C@@H]1N(C[C@H](N(C1)C(C)C=1C=C2N=CC=NC2=CC1)CC)C=1C=2C(NC(C1)=O)=CNN2